[C@@H]12N(C[C@@H](NC1)C2)C2=C(C=C(C=C2)F)C=2N=C(C(=C(C(=O)N)C2)F)C2=C(C=CC=C2OC)F (2-((1S,4S)-2,5-diazabicyclo[2.2.1]hept-2-yl)-5-fluorophenyl)-3-fluoro-2-(2-fluoro-6-methoxyphenyl)isonicotinamide